1-(4-((6-((2-(2,6-dioxopiperidin-3-yl)-1,3-dioxoisoindolin-4-yl)amino)hexyl)amino)benzyl)-N-((tetrahydro-2H-pyran-2-yl)oxy)-1H-indole-6-carboxamide O=C1NC(CCC1N1C(C2=CC=CC(=C2C1=O)NCCCCCCNC1=CC=C(CN2C=CC3=CC=C(C=C23)C(=O)NOC2OCCCC2)C=C1)=O)=O